CC=1N=C2N(N=C(C(=C2)C)N2CCC(CC2)OC=2C=NC(=CC2)C)C(C1)=O 2,8-dimethyl-7-(4-((6-methylpyridin-3-yl)oxy)piperidin-1-yl)-4H-pyrimido[1,2-b]pyridazin-4-one